Cl.O=C1NC(CC[C@@H]1NC(=O)C=1C(=CC2=C(OCC3N2CCNC3)C1)F)=O N-((S)-2,6-dioxopiperidin-3-yl)-9-fluoro-1,2,3,4,4a,5-hexahydrobenzo[b]pyrazino[1,2-d][1,4]oxazine-8-carboxamide hydrochloride